C1=CC=C2C(=C1)C(C3=CC=CC=C32)COC(=O)C4([C@@H]([C@H]([C@@H]([C@H](O4)CO)O)O)N)O Fmoc-glucosamine